Ethyl 2-pyridin-3-yl-6,7-dihydro-5H-pyrazolo[5,1-b][1,3]oxazine-3-carboxylate N1=CC(=CC=C1)C1=NN2C(OCCC2)=C1C(=O)OCC